(8aS,11S)-10-acryloyl-3-(8-chloronaphthalen-1-yl)-11-((dimethylamino)methyl)-4-fluoro-7-methyl-9,10,11,12-tetrahydro-7H-pyrazino[1',2':4,5]pyrazino[2,3-c][1,6]naphthyridin-8(8aH)-one C(C=C)(=O)N1C[C@@H]2N(C3=C(C=NC4=C(C(=NC=C34)C3=CC=CC4=CC=CC(=C34)Cl)F)N(C2=O)C)C[C@@H]1CN(C)C